(hydroxy(phenyl)methyl)thiophene-2-carboxylic acid ethyl ester C(C)OC(=O)C=1SC=CC1C(C1=CC=CC=C1)O